C1(CCC1)SC=1C=C2C(=NC1)N(C=C2)CO (5-cyclobutylsulfanylpyrrolo[2,3-b]pyridine-1-yl)methanol